FC(OC1=C(C(=O)O)C(=CC=C1)F)F 2-(difluoromethoxy)-6-fluorobenzoic acid